6-(5-methyl-1H-pyrazol-4-yl)-2-{[3-(trifluoromethyl)pyrrolidin-1-yl]methyl}thieno[3,2-d]pyrimidin-4(3H)-one CC1=C(C=NN1)C1=CC=2N=C(NC(C2S1)=O)CN1CC(CC1)C(F)(F)F